trans-2-Chloro-5-(2,2-dichloro-3-(3,5-dichlorophenyl)cyclopropane-1-carboxamido)-N-(o-tolyl)benzamide ClC1=C(C(=O)NC2=C(C=CC=C2)C)C=C(C=C1)NC(=O)[C@@H]1C([C@H]1C1=CC(=CC(=C1)Cl)Cl)(Cl)Cl